BrC1=C(N=C(C2=CN=C(C=C12)N)NC)C#C[Si](C)(C)C 4-bromo-N1-methyl-((trimethylsilyl)ethynyl)-2,7-naphthyridine-1,6-diamine